C(C)(=O)N1CC(C1)C(C(=O)N)NC(=O)[C@@H]1[C@H]2C([C@H]2CN1C([C@H](C(C)(C)C)NC(C(F)(F)F)=O)=O)(C)C (1R,2S,5S)-N-[1-(1-acetylazetidin-3-yl)-2-amino-2-oxo-ethyl]-3-[(2S)-3,3-dimethyl-2-[(2,2,2-trifluoroacetyl)amino]butanoyl]-6,6-dimethyl-3-azabicyclo[3.1.0]hexane-2-carboxamide